C1(CCCCC1)C=1CCCC2=C(C1C1=CC=C(C=C1)N1CCC(CC1)C=O)C=CC(=C2)O 1-(4-(8-cyclohexyl-3-hydroxy-6,7-dihydro-5H-benzo[7]annulen-9-yl)phenyl)piperidine-4-carbaldehyde